O=C(CCCCCC=1N=C(N(C1)C1=CC=CC=C1)NC(=O)C=1C=C(C=CC1)C=1C=CC(=NC1)NC(OC(C)(C)C)=O)N1CCCCC1 tert-butyl (5-(3-((4-(6-oxo-6-(piperidin-1-yl)hexyl)-1-phenyl-1H-imidazol-2-yl)carbamoyl)phenyl)pyridin-2-yl)carbamate